O=C1N(CC2=C(C=CC=C12)N(CCCCC(F)(F)F)C1CCC(CC1)NCC1(CC1)C(F)(F)F)C1C(NC(CC1)=O)=O 3-(1-oxo-4-{[(1r,4r)-4-({[1-(trifluoromethyl)cyclopropyl]methyl}amino)cyclohexyl](5,5,5-trifluoropentyl)amino}-3H-isoindol-2-yl)piperidine-2,6-dione